COC(C(C)C1=CC=C(C=C1)CBr)=O 2-(4-bromomethyl-phenyl)propionic acid methyl ester